6,7-difluoro-4-(1-(isobutylamino)ethyl)isoquinolin-1(2H)-one FC=1C=C2C(=CNC(C2=CC1F)=O)C(C)NCC(C)C